ClC=1C2=CN(N=C2C=CC1C1=NN(C2=NC(=C(N=C21)C)N2C1CC(CC2CC1)NC(OC(C)(C)C)=O)COCC[Si](C)(C)C)C tert-Butyl N-[endo-8-[3-(4-chloro-2-methyl-2H-indazol-5-yl)-5-methyl-1-{[2-(trimethylsilyl)ethoxy]methyl}-1H-pyrazolo[3,4-b]pyrazin-6-yl]-8-azabicyclo[3.2.1]octan-3-yl]carbamate